CN1N=CC(=C1)C1=CN(CCS1)C1=C2N=CNC2=NC=N1 6-(1-methyl-1H-pyrazol-4-yl)-4-(9H-purin-6-yl)-3,4-dihydro-2H-1,4-thiazine